3-(Pyridin-3-yl)acrylamide N1=CC(=CC=C1)C=CC(=O)N